(S)-4-amino-3-((1-((2R,3S,4S,5R)-3,4-dihydroxy-5-(hydroxymethyl)tetrahydrofuran-2-yl)-2-oxo-1,2-dihydropyrimidin-4-yl)amino)-4-oxobutanoic acid NC([C@H](CC(=O)O)NC1=NC(N(C=C1)[C@@H]1O[C@@H]([C@H]([C@@H]1O)O)CO)=O)=O